Ethyl 2-[3-[(2-chloro-5-methoxycarbonyl-benzoyl)amino]propanoylamino]-4-methyl-thiazole-5-carboxylate ClC1=C(C(=O)NCCC(=O)NC=2SC(=C(N2)C)C(=O)OCC)C=C(C=C1)C(=O)OC